NC1=C(C=C(C=N1)C=1C=C(C(=O)NCCO)C=CC1)C1=CC(=C(C(=C1)OC)OC)OC 3-[6-amino-5-(3,4,5-trimethoxyphenyl)-3-pyridyl]-N-(2-hydroxyethyl)benzamide